C1(=CC=C(C=C1)OC(CC(C)(C)C)N1N=CN=C1)C1=CC=CC=C1 1-(biphenyl-4-yloxy)-3,3-dimethyl-1-(1H-1,2,4-triazol-1-yl)butane